Dimethyl 2-(bis(4-chloro-2-methylphenyl)amino)malonate ClC1=CC(=C(C=C1)N(C(C(=O)OC)C(=O)OC)C1=C(C=C(C=C1)Cl)C)C